C(C)(C)(C)NC(=O)N tertiary butyl-urea